FC=1C=C(C=CC1)C=1N=C(C2=C(N1)OC(=C2C(=O)N)C)NC2(CC2)C (3-fluorophenyl)-6-methyl-4-[(1-methylcyclopropyl)amino]furo[2,3-d]pyrimidine-5-carboxamide